NC1=NC=C(C2=C1C(=C(S2)C2=C(C=C(C=C2)NC(C(=C)C)=O)C)C2=CC(=C(C=C2)OC2=NC=CC(=N2)C)F)C2=NN(N=C2)C N-(4-(4-amino-3-(3-fluoro-4-((4-methylpyrimidin-2-yl)oxy)phenyl)-7-(2-methyl-2H-1,2,3-triazol-4-yl)thieno[3,2-c]pyridin-2-yl)-3-methylphenyl)methacrylamide